CC1(OB(OC1(C)C)C1=CC=C(C=C1)N1CC2(C1)CC(C2)CC(=O)OCC)C ethyl 2-[2-[4-(4,4,5,5-tetramethyl-1,3,2-dioxaborolan-2-yl)phenyl]-2-azaspiro[3.3]heptan-6-yl]acetate